Diboc-Lysine C(=O)(OC(C)(C)C)N([C@@H](CCCCN)C(=O)O)C(=O)OC(C)(C)C